N1C(=NC2=C1C=CC=C2)C2=C(C=O)C=CC=C2 (1H-benzimidazol-2-yl)benzaldehyde